5-allyl-N,N,2-trimethyl-benzenesulfonamide C(C=C)C=1C=CC(=C(C1)S(=O)(=O)N(C)C)C